CC1([C@H]([C@@H]1C1=NC(=NO1)C=1C=NC=C(C1)C(F)(F)F)C1=CC=C(C=C1)S(=O)(=O)N)C 4-[(1S,3S)-2,2-dimethyl-3-{3-[5-(trifluoromethyl)pyridin-3-yl]-1,2,4-oxadiazol-5-yl}cyclopropyl]benzenesulfonamide